Cl.C(CC=C)N1CN=C2C=CC=CC2=C1 3-(but-3-enyl)quinazoline monohydrochloride